(S)-3-(6-oxo-1'-((1-(2-phenylpropan-2-yl)-1H-pyrazol-4-yl)methyl)-6,8-dihydro-2H,7H-spiro[furo[2,3-e]isoindole-3,4'-piperidin]-7-yl)piperidine-2,6-dione O=C1N(CC2=C3C(=CC=C12)C1(CCN(CC1)CC=1C=NN(C1)C(C)(C)C1=CC=CC=C1)CO3)[C@@H]3C(NC(CC3)=O)=O